COC1=CC=CC(=N1)[C@@H]1[C@@H](N(C(O1)=O)C(CCC1=CC=CC2=CC=CC=C12)=O)C (4S,5S)-5-(6-methoxypyridin-2-yl)-4-methyl-3-(3-naphthalen-1-ylpropanoyl)-1,3-oxazolidin-2-one